2-cyclohexyl-2-(phenethyl)-1,3-dimethoxypropane C1(CCCCC1)C(COC)(COC)CCC1=CC=CC=C1